(S)-N-(2,3-difluoro-4-((3-(2-(piperidin-3-ylamino)pyrimidin-4-yl)pyridin-2-yl)oxy)phenyl)-1-methyl-1H-imidazole-4-sulfonamide FC1=C(C=CC(=C1F)OC1=NC=CC=C1C1=NC(=NC=C1)N[C@@H]1CNCCC1)NS(=O)(=O)C=1N=CN(C1)C